(3s,4'r)-1,4'-dimethyl-4'-phenyl-4',5'-dihydro-2'H-spiro[indol-3,1'-[1,2]oxazino[5,4-b]indol]-2-one CN1C([C@]2(NO[C@@](C=3NC=4C=CC=CC4C32)(C3=CC=CC=C3)C)C3=CC=CC=C13)=O